3-(2-amino-[1,2,4]triazolo[1,5-a]pyridin-7-yl)-6-chloro-N-(2,2-difluoro-3-(2-fluoro-4-methylphenyl)-3-hydroxypropyl)-2-fluorobenzamide NC1=NN2C(C=C(C=C2)C=2C(=C(C(=O)NCC(C(O)C3=C(C=C(C=C3)C)F)(F)F)C(=CC2)Cl)F)=N1